BrC=1C(=NC=C(C(=O)OC)C1)CO methyl 5-bromo-6-(hydroxymethyl)nicotinate